(1S)-1-(1,2-benzoxazol-3-yl)-N-[(1S,2S)-2-hydroxy-2,3-dihydro-1H-inden-1-yl]ethane-1-sulfonamide O1N=C(C2=C1C=CC=C2)[C@H](C)S(=O)(=O)N[C@@H]2[C@H](CC1=CC=CC=C21)O